ClC=1C=C(C=CC1)C=1C=C(C(=NC1)C(=O)NC(CC(=O)[O-])(C)C)O 3-(5-(3-Chlorophenyl)-3-hydroxypicolinamido)-3-methylbutyrate